3-acetamido-5-(1-bicyclo[1.1.1]pentanyl)-N-[2-[2-[[2-[4-[2-fluoro-5-[(4-oxo-3H-phthalazin-1-yl)methyl]benzoyl]piperazin-1-yl]-2-oxo-ethyl]amino]ethoxy]ethyl]pyridine-2-carboxamide C(C)(=O)NC=1C(=NC=C(C1)C12CC(C1)C2)C(=O)NCCOCCNCC(=O)N2CCN(CC2)C(C2=C(C=CC(=C2)CC2=NNC(C1=CC=CC=C21)=O)F)=O